orthophosphoric acid, sodium salt [Na+].P([O-])([O-])([O-])=O.[Na+].[Na+]